CC(CCC)CCCC 4-methyloctane